OC1=CN=CC(=N1)N1[C@H]([C@H](CC1)NS(=O)(=O)C)CO[C@@H]1CC[C@@H](CC1)C1=CC=CC=C1 N-((2R,3S)-1-(6-hydroxypyrazin-2-yl)-2-((((CIS)-4-phenylcyclohexyl)oxy)methyl)pyrrolidin-3-yl)methanesulfonamide